OCCCCCCOC=1C=C(C=CC1N1CCN(CC1)C)NC=1N=CC2=C(N1)NC(C=C2C#C[Si](C(C)C)(C(C)C)C(C)C)=O (3-[(6-hydroxyhexyl)oxy]-4-(4-methylpiperazin-1-yl)phenylamino)-5-[2-(triisopropylsilyl)ethynyl]-8H-pyrido[2,3-d]pyrimidin-7-one